FC=1C=C(CNC(COC2=CC3=C(C4=C(C(O3)=O)C=C(C=C4)OC)C=C2)=O)C=C(C1)F N-(3,5-difluorobenzyl)-2-((8-methoxy-6-oxo-6H-benzo[c]benzopyran-3-yl)oxy)acetamide